N-([4-[4-[[2-(4-chlorophenyl)-4,4-dimethylcyclohexen-1-yl]methyl]piperazin-1-yl]phenyl]sulfonyl)pyrazine-2-carboxamide ClC1=CC=C(C=C1)C1=C(CCC(C1)(C)C)CN1CCN(CC1)C1=CC=C(C=C1)S(=O)(=O)NC(=O)C1=NC=CN=C1